C=1COC=2C1C1=CC=NC1=CC2 Benzofuro[4,5-d]Azole